COC=1C=C(C=CC1OC)CCN1C(NC(CC1=O)=O)=O 1-[2-(3,4-Dimethoxy-phenyl)-ethyl]-pyrimidine-2,4,6-trione